C(C)C(CC(=O)N[C@@H](CCO[C@@H]1C[C@@H](C1)CCC1=NC=2NCCCC2C=C1)C(=O)O)CC N-(3-ethylpentanoyl)-O-(cis-3-(2-(5,6,7,8-tetrahydro-1,8-naphthyridin-2-yl)ethyl)cyclobutyl)homoserine